BrC=1C=C2C(=NC1)C(=CN2)NC2=NC1=C(N2)C=CC(=C1)OC1=CC=CC=C1 N-(6-bromo-1H-pyrrolo[3,2-b]pyridine-3-yl)-5-phenoxy-1H-benzo[d]imidazole-2-amine